CN1CCN(CC1)C=1C=CC2=C(NC(=N2)C2=NNC3=CC=CC(=C23)[N+](=O)[O-])C1 3-(6-(4-methylpiperazin-1-yl)-1H-benzimidazol-2-yl)-4-nitro-1H-indazole